COC1=C2C=CC=NC2=C(C=C1)S(=O)(=O)NC1=C(C=CC=C1)C#CC1=CN=C(C2=CC=CC=C12)C(=O)O 4-{2-[2-(5-methoxyquinoline-8-sulfonamido)phenyl]ethynyl}isoquinoline-1-carboxylic acid